N-hydroxypropanamide hydrochloride Cl.ONC(CC)=O